N-((4-fluorophenyl)aminomethylsulfonyl)-3-(4-isopropoxy-3-methoxyphenyl)acrylamide FC1=CC=C(C=C1)NCS(=O)(=O)NC(C=CC1=CC(=C(C=C1)OC(C)C)OC)=O